C(C1=CC=CC=C1)NC1=NN=C(C2=CC=CC=C12)C1=CC=C(C=C1)CCC N-benzyl-4-(4-propylphenyl)phthalazin-1-amine